(1-methylethylene)bis[(p-phenylene)oxy(p-phenylene)]bismaleimide CC(CC1=CC=C(C=C1)OC1=CC=C(C=C1)C=1C(=O)NC(C1)=O)C1=CC=C(C=C1)OC1=CC=C(C=C1)C=1C(=O)NC(C1)=O